C(C)(C)(C)OC(N[C@@H]1CN([C@@H](C1)CO)C1=C(C=CC(=C1)Br)NC(=O)C1=NC(=NC=C1)C1=C(C=CC=C1OC)F)=O (3S,5S)-1-(5-bromo-2-(2-(2-fluoro-6-methoxyphenyl)pyrimidine-4-carboxamido)phenyl)-5-(hydroxymethyl)pyrrolidin-3-ylcarbamic acid tert-butyl ester